N(NCCC)NCCC iminobis(propylamine)